C(C)(C)OC(=S)S(=O)(=O)NC(C(=O)C1=CC=CC=C1)NS(=O)(=O)C(=S)OC(C)C 2,2-bis(isopropoxythiocarbonylsulfonamido)-1-phenylethanone